2,6-dimethoxy-4-(4-phenyl-5-(thiophen-2-yl)-1H-imidazol-2-yl)phenyl nicotinate C(C1=CN=CC=C1)(=O)OC1=C(C=C(C=C1OC)C=1NC(=C(N1)C1=CC=CC=C1)C=1SC=CC1)OC